ethyl 4-cyclobutyl-2,4-dioxobutyrate C1(CCC1)C(CC(C(=O)OCC)=O)=O